CC=1C(=CC(=C2C=CC=NC12)C1=CC=C(C=C1)OC(F)(F)F)CNC(C=C)=O N-[[8-methyl-5-[4-(trifluoromethoxy)phenyl]-7-quinolyl]methyl]prop-2-enamide